NC=1C=C(C(=C(C(=O)OCC)C1)C=1C=NN(C1)C(C)(C)C)F Ethyl 5-amino-2-(1-tert-butyl-1H-pyrazol-4-yl)-3-fluorobenzoate